2-bromo-10,10-difluoro-7-methyl-12-oxa-3-thia-6-azatricyclo[6.4.1.04,13]trideca-1,4(13),7-trien-5-one BrC1=C2OCC(CC3=C(NC(C(S1)=C23)=O)C)(F)F